(S)-N-((R)-1-(4-cyanothiophen-2-yl)ethyl)-7-((9,9-difluoro-9H-fluorene-3-carbonyl)glycyl)-1,4-dioxa-7-azaspiro[4.4]nonane-8-carboxamide C(#N)C=1C=C(SC1)[C@@H](C)NC(=O)[C@H]1N(CC2(OCCO2)C1)C(CNC(=O)C=1C=CC=2C(C3=CC=CC=C3C2C1)(F)F)=O